FC([Si](Cl)(Cl)C(C(C(C(C(C(F)(F)F)(F)F)(F)F)(F)F)(F)F)(F)F)(F)F perfluorohexyl-methyl-dichlorosilane